FCCCN1CC(C1)OC1=CN=CS1 5-[1-(3-fluoropropyl)azetidin-3-yl]oxy-thiazole